bis(3,5-di-tert-butyl-4-hydroxyphenyl)methane C(C)(C)(C)C=1C=C(C=C(C1O)C(C)(C)C)CC1=CC(=C(C(=C1)C(C)(C)C)O)C(C)(C)C